4,6-dichloro-1-methyl-1,3-dihydro-2H-imidazo[4,5-c]pyridin-2-one ClC1=NC(=CC2=C1NC(N2C)=O)Cl